Lithium Bis(trifluoromethanesulfonimide) [N-](S(=O)(=O)C(F)(F)F)S(=O)(=O)C(F)(F)F.[N-](S(=O)(=O)C(F)(F)F)S(=O)(=O)C(F)(F)F.[Li+].[Li+]